ethyl 2-({6-[(1,3-benzothiazol-2-yl)amino]-5-methylpyridazin-3-yl}(methyl)amino)-5-(1-methanesulfonylpiperidin-4-yl)-1,3-thiazole-4-carboxylate S1C(=NC2=C1C=CC=C2)NC2=C(C=C(N=N2)N(C=2SC(=C(N2)C(=O)OCC)C2CCN(CC2)S(=O)(=O)C)C)C